Tert-Butyl 3-[(3-fluoro-6-methylpyridin-2-yl)amino]-6,6-dimethyl-1-{[2-(trimethylsilyl)ethoxy]methyl}-4,6-dihydropyrrolo[3,4-c]pyrazole-5(1H)-carboxylate FC=1C(=NC(=CC1)C)NC=1C2=C(N(N1)COCC[Si](C)(C)C)C(N(C2)C(=O)OC(C)(C)C)(C)C